FC1=C(C=CC=C1C[C@H]1[C@H](CCC2=CC=C(C(N12)=O)CC)NC(C(=O)N(C)C)=O)C1=CC(=CC=C1)F |o1:8,9| rel-N~2~-[(3S,4S)-4-[(2,3'-difluoro[1,1'-biphenyl]-3-yl)methyl]-7-ethyl-6-oxo-1,3,4,6-tetrahydro-2H-quinolizin-3-yl]-N~1~,N~1~-dimethylethanediamide